FC1=C(C=CC=C1)N1N=CC(=C1)CN1CCC2(CC1)COC1=C3CN(C(C3=CC=C12)=O)C1C(NC(CC1)=O)=O 3-(1'-((1-(2-fluorophenyl)-1H-pyrazol-4-yl)methyl)-6-oxo-6,8-dihydro-2H,7H-spiro[furo[2,3-e]isoindole-3,4'-piperidin]-7-yl)piperidine-2,6-dione